C(#N)C1=CC(=C(CS(=O)(=O)C2=CC=CC(=N2)C2CCN(CC2)CC2=NC3=C(N2C[C@H]2OCC2)C=C(C=C3)C(=O)OC)C=C1)F methyl (S)-2-((4-(6-((4-cyano-2-fluorobenzyl) sulfonyl) pyridin-2-yl) piperidin-1-yl) methyl)-1-(oxetan-2-ylmethyl)-1H-benzo[d]imidazole-6-carboxylate